(S)-8-(5-chloro-3-fluoropyridin-2-yl)-5-(1-(4-chlorophenyl)ethyl)-N-ethyl-6,9-dioxo-2,5,8-triazaspiro[3.5]nonane-2-carboxamide ClC=1C=C(C(=NC1)N1CC(N(C2(CN(C2)C(=O)NCC)C1=O)[C@@H](C)C1=CC=C(C=C1)Cl)=O)F